FCCN1N=NC(=C1)CN(N1C=NN=C1)C1=C(C#N)C=CC=C1 (((1-(2-fluoroethyl)-1H-1,2,3-triazol-4-yl)methyl)(4H-1,2,4-triazol-4-yl)amino)benzonitrile